tert-Butyl N-[2-[1-[4-cyano-2-(6-pyrrolidin-1-ylpyridazin-4-yl)oxyphenyl]pyrazol-4-yl]ethyl]carbamate C(#N)C1=CC(=C(C=C1)N1N=CC(=C1)CCNC(OC(C)(C)C)=O)OC1=CN=NC(=C1)N1CCCC1